6-ethynyl-2-methoxy-3-methylpyridine C(#C)C1=CC=C(C(=N1)OC)C